2-(difluoromethyl)-3-fluoropyridin FC(C1=NC=CC=C1F)F